2-(5,5-dimethyl-3-(4-cyano-3-(trifluoromethyl)phenyl)-2,4-dioxoimidazolin-1-yl)-N-(pyridin-3-yl)acetamide CC1(C(N(C(N1CC(=O)NC=1C=NC=CC1)=O)C1=CC(=C(C=C1)C#N)C(F)(F)F)=O)C